(4-(9-phenyl-9H-carbazol-3-yl)phenyl)boronic acid C1(=CC=CC=C1)N1C2=CC=CC=C2C=2C=C(C=CC12)C1=CC=C(C=C1)B(O)O